N1(CCOCC1)CCC=1SC(=C(N1)C(F)(F)F)C(=O)NC(C)C1=CC(=CC=C1)C=1C=NC=CC1 2-[2-(4-morpholinyl)ethyl]-N-[1-[3-(3-pyridinyl)phenyl]ethyl]-4-(trifluoromethyl)-5-thiazolecarboxamide